(R)-7-(2-(1-(2,2-difluoro-1-(4-fluorophenyl)propyl)-1H-pyrazol-4-yl)-5-fluoropyrimidin-4-yl)-8-methyl-[1,2,4]triazolo[1,5-a]pyridin-2-amine FC([C@@H](C1=CC=C(C=C1)F)N1N=CC(=C1)C1=NC=C(C(=N1)C1=C(C=2N(C=C1)N=C(N2)N)C)F)(C)F